C(=O)O.C(#N)COC1=C(C(=C(C=C1)C1=CN=C2N1C=CN=C2NC2=CC(=C(C(=O)NCCCNC(=O)[C@H]1NC[C@@](C1)(C)O)C=C2)C)F)F (2S,4S)-N-[3-[[4-[[3-[4-(cyanomethoxy)-2,3-difluoro-phenyl]imidazo[1,2-a]pyrazin-8-yl]amino]-2-methyl-benzoyl]amino]propyl]-4-hydroxy-4-methyl-pyrrolidine-2-carboxamide formate